2,3-dimethoxyfuran COC=1OC=CC1OC